O.B([O-])([O-])[O-].[Na+].[Na+].[Na+] sodium borate-hydrate